FC1([C@H](C1)C(=O)NC1=NC=C2C=C(C(N(C2=C1)C)=O)C=1C=NC(=CC1C)C(CC)=O)F (R)-2,2-difluoro-N-(1-methyl-3-(4-methyl-6-propionylpyridin-3-yl)-2-oxo-1,2-dihydro-1,6-naphthyridin-7-yl)cyclopropane-1-carboxamide